3-(4-bromophenyl)dibenzothiophene BrC1=CC=C(C=C1)C=1C=CC2=C(SC3=C2C=CC=C3)C1